5-(trifluoromethyl)-uracil FC(C=1C(NC(NC1)=O)=O)(F)F